3-Amino-3-[(1,5-dimethoxy-1,5-dioxopentan-2-yl)carbamoyl]propanoic acid NC(CC(=O)O)C(NC(C(=O)OC)CCC(=O)OC)=O